FC1=C(C=C(C=C1)NC(=O)C1=C(C=CC=C1)C1=NC(=C(C(=N1)NC12CC(C1)(C2)N2CC(CC2)O)C(=O)N)OC)C(F)(F)F (2-((4-Fluoro-3-(trifluoromethyl)phenyl)carbamoyl)phenyl)-4-((3-(3-hydroxypyrrolidin-1-yl)bicyclo[1.1.1]pentan-1-yl)amino)-6-methoxypyrimidine-5-carboxamide